C1(CC1)C1=NC=NC(=C1C1=NC(=CC(=N1)OCC1=CC(=C(C=C1)C=1N(C=C(N1)C(F)(F)F)CC)F)C)OC(F)F 2-[4-cyclopropyl-6-(difluoromethoxy)pyrimidin-5-yl]-4-[[4-[1-ethyl-4-(trifluoromethyl)imidazol-2-yl]-3-fluoro-phenyl]methoxy]-6-methyl-pyrimidine